4-(2-[(3aS,7aS)-3a-(3,4-dimethoxyphenyl)-1-methyloctahydro-6H-indol-6-ylidene]hydrazine-1-carboxamido)butanoic acid COC=1C=C(C=CC1OC)[C@@]12CCN([C@H]2CC(CC1)=NNC(=O)NCCCC(=O)O)C